2-Oxo-2-[(2R,5S)-5-methyl-2-tetrahydropyran-2-yl-1-piperidyl]acetamide O=C(C(=O)N)N1[C@H](CC[C@@H](C1)C)C1OCCCC1